C(C)(C)C1=CNC2=CC=C(C=C12)C(=O)NC 3-isopropyl-N-methyl-1H-indole-5-carboxamide